2-(3,7-dimethyloct-2,6-dien-1-yl)-3-methylnaphthalene-1,4-dione CC(=CCC=1C(C2=CC=CC=C2C(C1C)=O)=O)CCC=C(C)C